C1(CC1)C1=NNC=C1C=1N(N=CC1)C 3'-cyclopropyl-2-methyl-1'H,2H-3,4'-bipyrazole